Cl.ClC=1C=C(C=CC1Cl)[C@]1(CN(CCC1)C(=O)C1=CC=CC=C1)CCCN1CCC(CC1)C1=CC=CC=C1 (S)-(3-(3,4-dichloro-phenyl)-3-[3-(4-phenyl-piperidin-1-yl)-propyl]-piperidin-1-yl)-phenyl-methanone hydrochloride